NC=1N=NC(=CC1N1C[C@H](OCC1)C1=C(C(=C(C(=O)O)C=C1)C)C)C1=C(C=CC=C1)O (R)-4-(4-(3-Amino-6-(2-hydroxyphenyl)pyridazin-4-yl)morpholin-2-yl)-2,3-dimethylbenzoic acid